NC=1C(=C(C=C2C=C(N=CC12)NC(OC1CC(C1)O)=O)C1=C(C2=C(OCCN2)N=C1)C)F (1s,3r)-3-Hydroxycyclobutyl (8-amino-7-fluoro-6-(8-methyl-2,3-dihydro-1H-pyrido[2,3-b][1,4]oxazin-7-yl)isoquinolin-3-yl)carbamate